C(C1=CC=CC=C1)N1CCC2(C\C(\CCO2)=C/C(=O)OC)CC1 methyl (Z)-2-(9-benzyl-1-oxa-9-azaspiro[5.5]undecan-4-ylidene)acetate